C1(=CC=CC=C1)C1=CN=C(S1)N1[C@H]2[C@@H](OCC1)CN(C2)C#N (4aR,7aS)-4-(5-phenylthiazol-2-yl)hexahydropyrrolo[3,4-b][1,4]Oxazine-6(2H)-carbonitrile